C(C)(C)(C)C1C(CCCC1)C#N 2-tert-butyl-1-cyanocyclohexane